COC(C1=CC=C(C=C1)N1C(N(C2=NC=CC=C21)[C@@H]2CN(CC2)CC2=NC=CC=C2C)=O)=O (S)-4-(3-(1-((3-methylpyridin-2-yl)methyl)pyrrolidin-3-yl)-2-oxo-2,3-dihydro-1H-imidazo[4,5-b]pyridin-1-yl)benzoic acid methyl ester